C(C)(C)(C)N1CC=C(C=C1)NC(CC1=C(C=C(C(=C1)Cl)CN1CCOCC1)O)=O N-tert.-Butyl-4-[[2-[5-chloro-2-hydroxy-4-(morpholinomethyl)phenyl]acetyl]amino]pyridin